CN1N=C(C2=CC=C(C=C12)N1CC(CCC1)N1CCNCC1)C1C(NC(CC1)=O)=O 3-(1-methyl-6-(3-(piperazin-1-yl)piperidin-1-yl)-1H-indazol-3-yl)piperidine-2,6-dione